FC=1C=C(C=CC1OC1=CC=NC2=CN=C(C=C12)OC)NC(=O)C=1C(=NC(=C(C1O)C1=CC=C(C=C1)F)C)COC N-[3-fluoro-4-[(6-methoxy-1,7-naphthyridin-4-yl)oxy]phenyl]-5-(4-fluorophenyl)-4-hydroxy-2-(methoxymethyl)-6-methylpyridine-3-carboxamide